C[C@@H]1N(CCOC1)C=1C=CC(=NC1)N 5-((S)-3-methyl-4-morpholinyl)-2-pyridinamine